2,3-dimethyl-2-(2-propyl)-butanoic acid N-methylamide CNC(C(C(C)C)(C(C)C)C)=O